N-((4-chlorophenyl)(methyl)(oxo)-λ6-sulfaneylidene)-6-(5-(trifluoromethyl)-1,2,4-oxadiazol-3-yl)nicotinamide ClC1=CC=C(C=C1)S(=NC(C1=CN=C(C=C1)C1=NOC(=N1)C(F)(F)F)=O)(=O)C